methyl-dodecylphosphine oxide CP(CCCCCCCCCCCC)=O